The molecule is an organophosphate oxoanion obtained by deprotonation of the phosphate OH groups of N-acetyl-alpha-D-galactosamine 1-phosphate; major species at pH 7.3. It is an organophosphate oxoanion and a monosaccharide 1-phosphate(2-). It is a conjugate base of a N-acetyl-alpha-D-galactosamine 1-phosphate. CC(=O)N[C@@H]1[C@H]([C@H]([C@H](O[C@@H]1OP(=O)([O-])[O-])CO)O)O